(Z)-1-(2-cyano-4-(1-(5-(trifluoromethoxy)pyridin-2-yl)-1H-1,2,4-triazol-3-yl)phenyl)-3-(3-(5-methyl-2-(3,3,3-trifluoropropoxy)phenyl)-4-oxothiazolidin-2-ylidene)urea C(#N)C1=C(C=CC(=C1)C1=NN(C=N1)C1=NC=C(C=C1)OC(F)(F)F)NC(=O)\N=C\1/SCC(N1C1=C(C=CC(=C1)C)OCCC(F)(F)F)=O